5-amino-4-(3-hydroxy-2-methyl-phenyl)-1-methyl-3-(1H-triazol-4-yl)pyrrolo[2,3-b]pyridine-6-carboxamide NC=1C(=C2C(=NC1C(=O)N)N(C=C2C=2N=NNC2)C)C2=C(C(=CC=C2)O)C